C(C)C1=NC(=C2N1CCN(C2)C(NC)=O)C=2C=CC=C1C=C(N=CC21)C=2C=CC(=NC2)C(=O)[O-].[Li+] Lithium 5-(8-(3-ethyl-7-(methylcarbamoyl)-5,6,7,8-tetrahydroimidazo[1,5-a]pyrazin-1-yl)isoquinolin-3-yl)picolinate